C(C)(C)C=1C=NN2C1C=C(C=C2)C2=NC(=NC=C2)NC2=CC=C(C=N2)N2C(CC(CC2)N(C(OC(C)(C)C)=O)C)=O tert-butyl N-[1-[6-[[4-(3-isopropylpyrazolo[1,5-a]pyridin-5-yl) pyrimidin-2-yl] amino]-3-pyridyl]-2-oxo-4-piperidyl]-N-methyl-carbamate